(3R,4S)-3-cyclopropyl-1-(6-(3-fluoro-1-(oxetan-3-yl)-1H-pyrazol-4-yl)pyrrolo[1,2-b]pyridazin-4-yl)-4-methyl-2-oxopyrrolidine-3-carbonitrile C1(CC1)[C@]1(C(N(C[C@H]1C)C=1C=2N(N=CC1)C=C(C2)C=2C(=NN(C2)C2COC2)F)=O)C#N